(rac)-2-[5-(aminomethyl)-4-chloro-6-oxo-pyridazin-1-yl]-N-[4-ethyl-3-[2-(2-pyridyl)ethylsulfamoyl]phenyl]butanamide NCC1=C(C=NN(C1=O)[C@@H](C(=O)NC1=CC(=C(C=C1)CC)S(NCCC1=NC=CC=C1)(=O)=O)CC)Cl |r|